Cyclopropanesulfonic acid {2-[6-amino-8-(5-iodo-2,3-dihydro-benzofuran-6-ylsulfanyl)-purin-9-yl]-ethyl}-amide NC1=C2N=C(N(C2=NC=N1)CCNS(=O)(=O)C1CC1)SC1=CC2=C(CCO2)C=C1I